S(=O)(=O)([O-])F.[Fe+2].[Li+].S(=O)(=O)([O-])F.S(=O)(=O)([O-])F lithium ferrous fluorosulfate